2-(6-cyclopropyl-8-fluoro-1-oxoisoquinolin-2(1H)-yl)-3-(acetoxymethyl)pyridine-4-boronic acid pinacol ester C1(CC1)C=1C=C2C=CN(C(C2=C(C1)F)=O)C1=NC=CC(=C1COC(C)=O)B1OC(C)(C)C(C)(C)O1